N-[2-(1-benzylpiperidin-4-yl)ethyl]-4-methoxy-1-[5-(trifluoromethoxy)pyridin-2-yl]piperidine-4-carboxamide C(C1=CC=CC=C1)N1CCC(CC1)CCNC(=O)C1(CCN(CC1)C1=NC=C(C=C1)OC(F)(F)F)OC